N-{4-[4-amino-7-(trans-4-hydroxycyclohexyl)pyrrolo[2,1-f][1,2,4]triazin-5-yl]-3-fluorophenyl}-1-(4-fluorophenyl)-2-oxo-1,2-dihydropyridine-3-carboxamide NC1=NC=NN2C1=C(C=C2[C@@H]2CC[C@H](CC2)O)C2=C(C=C(C=C2)NC(=O)C=2C(N(C=CC2)C2=CC=C(C=C2)F)=O)F